N-(6-cyclopropylpyridin-3-yl)-2-({2-[4-(2-hydroxyethoxy)pyridin-2-yl]-5H,6H,7H-cyclopenta[d]pyrimidin-4-yl}(methyl)amino)acetamide C1(CC1)C1=CC=C(C=N1)NC(CN(C)C=1C2=C(N=C(N1)C1=NC=CC(=C1)OCCO)CCC2)=O